BrCC(CC(=O)OCC)O ethyl 4-bromo-3-hydroxy-butyrate